(2R,4S)-N-((S)-1-(((1H-pyrrolo[3,2-c]pyridin-2-yl)methyl)amino)-1-oxopropan-2-yl)-4-(3-chloro-4-fluorobenzyl)pyrrolidine-2-carboxamide di-trifluoroacetate FC(C(=O)O)(F)F.FC(C(=O)O)(F)F.N1C(=CC=2C=NC=CC21)CNC([C@H](C)NC(=O)[C@@H]2NC[C@H](C2)CC2=CC(=C(C=C2)F)Cl)=O